COCCC=1N(C=2N(N=CC2C(=O)[O-])C1)C.[Li+].COC(CCCCCCCCCCCCCCC[SiH3])(OC)OC trimethoxyhexadecyl-silane lithium 2-(2-methoxyethyl)-1-methyl-1H-imidazo[1,2-b]pyrazole-7-carboxylate